silicon-gallium [Ga].[Si]